C(C)(=O)[O-].C(C)(=O)[O-].C(C)(=O)[O-].C(C)(=O)[O-].[Rh+4] Rhodium tetraacetate